[Cu].[Ni].[Ce] cerium-nickel-copper